C(#N)C1(COCC2=CC=C(C=C12)C(=O)O)C 4-cyano-4-methylisochromane-6-carboxylic acid